3-fluoro-2-(1,4-dioxaspiro[4.5]decan-8-yl)-5-(trifluoromethyl)pyridine FC=1C(=NC=C(C1)C(F)(F)F)C1CCC2(OCCO2)CC1